N-(cyanomethyl)-6-((2-(1-(cyclopropylsulfonyl)-1H-pyrazol-4-yl)pyrimidin-4-yl)amino)-4-(isopropylamino)nicotinamide C(#N)CNC(C1=CN=C(C=C1NC(C)C)NC1=NC(=NC=C1)C=1C=NN(C1)S(=O)(=O)C1CC1)=O